(1S)-2,2,3-Trifluoro-2,3-dihydrodispiro[indene-1,1'-cyclohexane-3',2''-[1,3]dioxolane] FC1(C(C2=CC=CC=C2[C@]12CC1(OCCO1)CCC2)F)F